(1r,3R,4S)-6-oxabicyclo[3.1.0]hexane [C@H]12CCCC2O1